ClC1=CC=CC(=N1)C(CNC(=O)C=1N=NN(N1)C1=C(C=C(C=C1)F)F)(C)C=1C=NN(C1)C N-[2-(6-chloro-2-pyridyl)-2-(1-methylpyrazol-4-yl)propyl]-2-(2,4-difluorophenyl)tetrazole-5-carboxamide